ClC1=C(C=C(OCC(=O)NC23CC(C2)(C3)NC(OC3=CC=C(C=C3)C)=O)C=C1)F 4-methylphenyl {3-[2-(4-chloro-3-fluorophenoxy)acetamido]bicyclo[1.1.1]pentan-1-yl}carbamate